C1(CC1)C1=NN2C(NC(C=C2)=O)=C1 2-cyclopropylpyrazolo[1,5-a]pyrimidin-5(4H)-one